4-(methoxyformyl)-N-butylaniline COC(=O)C1=CC=C(NCCCC)C=C1